acryloyloxymethylsuccinimide C(C=C)(=O)OCC1C(=O)NC(C1)=O